C1(CC1)C1=C(C(=NO1)C1=C(C=CC=C1Cl)Cl)COC1CCN(CC1)C=1C=CC(=NC1)C(=O)OC Methyl 5-(4-((5-cyclopropyl-3-(2,6-dichlorophenyl)isoxazol-4-yl)methoxy)piperidin-1-yl)picolinate